methyl (2R,4R)-1-benzyl-4-((tert-butyldiphenylsilyl)oxy)-2-methylpyrrolidine-2-carboxylate C(C1=CC=CC=C1)N1[C@](C[C@H](C1)O[Si](C1=CC=CC=C1)(C1=CC=CC=C1)C(C)(C)C)(C(=O)OC)C